C1NC=CN2C1=CC=1C=CC=CC21 dihydropyrazino[1,2-a]indol